6-cyano-2-(3,4-dichlorophenyl)-1-ethyl-4-oxo-quinoline-3-carboxylic acid C(#N)C=1C=C2C(C(=C(N(C2=CC1)CC)C1=CC(=C(C=C1)Cl)Cl)C(=O)O)=O